4,4-bis(((Z)-non-3-en-1-yl)oxy)butanenitrile C(C\C=C/CCCCC)OC(CCC#N)OCC\C=C/CCCCC